bis(perfluorophenyl) 3,3'-((2-(12-(benzyloxy)-12-oxododecanamido)-2-((3-oxo-3-(perfluorophenoxy)propoxy)methyl)propane-1,3-diyl)bis(oxy))dipropionate C(C1=CC=CC=C1)OC(CCCCCCCCCCC(=O)NC(COCCC(=O)OC1=C(C(=C(C(=C1F)F)F)F)F)(COCCC(=O)OC1=C(C(=C(C(=C1F)F)F)F)F)COCCC(OC1=C(C(=C(C(=C1F)F)F)F)F)=O)=O